(5-(4-fluoro-6-(1-hydroxyethyl)-1H-benzo[d]imidazol-2-yl)-1-tosyl-1H-pyrrol-3-yl)(2-(trifluoromethyl)phenyl)methanone FC1=CC(=CC=2NC(=NC21)C2=CC(=CN2S(=O)(=O)C2=CC=C(C)C=C2)C(=O)C2=C(C=CC=C2)C(F)(F)F)C(C)O